2-amino-6-borono-2-(1-(6-chlorobenzo[d]thiazol-2-yl)piperidin-4-yl)hexanoic acid NC(C(=O)O)(CCCCB(O)O)C1CCN(CC1)C=1SC2=C(N1)C=CC(=C2)Cl